C(CC1=CC=CC=C1)NC(=O)C1=NNC=N1 N-phenethyl-1H-1,2,4-triazole-3-carboxamide